P(=O)(O)(O)O[C@@H]1[C@@H](O)[C@@H](O)[C@H](O)[C@H](O1)CO α-D-Mannose 1-Phosphate